NCC=1C=NC(=NC1)C1=C(C=C(C#N)C=C1)OC=1N(N=C(C1)C1=CN=C(S1)C)C 4-[5-(aminomethyl)pyrimidin-2-yl]-3-[2-methyl-5-(2-methyl-1,3-thiazol-5-yl)pyrazol-3-yl]oxybenzonitrile